OC1=C(C=CC=C1)N1C(NC(CC1)=O)=O 1-(2-hydroxyphenyl)dihydropyrimidine-2,4(1H,3H)-dione